CC1=C(C#N)C(=CC(=C1OCCN1C(NCC1)=O)C)C 2,4,6-trimethyl-3-[2-(2-oxo-1-imidazolidinyl)ethoxy]-benzonitrile